O[C@H]1[C@H](C2=CC=CC=C2C1)NC(=O)C=1C2=CC=CC2=CC1 pentalene-4-carboxylic acid ((1S,2R)-2-hydroxy-indan-1-yl)-amide